racemic-2-[[5-(ethylsulfonimidoyl)-2-methyl-6-[3-methyl-6-(trifluoromethyl)imidazo[4,5-c]pyridin-2-yl]-3-pyridyl]oxy]-2-methyl-propanenitrile C(C)[S@](=O)(=N)C=1C=C(C(=NC1C1=NC2=C(C=NC(=C2)C(F)(F)F)N1C)C)OC(C#N)(C)C |r|